2-(2-amino-9-((2R,3R,5S)-3-hydroxy-5-(hydroxymethyl)tetrahydrofuran-2-yl)-6,8-dioxo-1,6,8,9-tetrahydro-7H-purin-7-yl)-N-hydroxyacetamide NC=1NC(C=2N(C(N(C2N1)[C@@H]1O[C@@H](C[C@H]1O)CO)=O)CC(=O)NO)=O